(E)-2-(3,5-dichloro-4-((5-isopropyl-1-methyl-6-oxo-1,6-dihydropyridazin-3-yl)oxy)phenoxy)-N'-hydroxyacetimidamide ClC=1C=C(OC/C(/N)=N\O)C=C(C1OC1=NN(C(C(=C1)C(C)C)=O)C)Cl